CN1N=CC(=C1)N(S(=O)(=O)NC(=O)NC1=C(SC2=C1CCCC2)C)C2CN(CCC2)C 1-[(1-Methyl-1H-pyrazol-4-yl)(1-methylpiperidin-3-yl)sulfamoyl]-3-(2-methyl-4,5,6,7-tetrahydro-1-benzothien-3-yl)urea